1-(4-piperidyl)-6-[1-(2,2,2-trifluoroethyl)-4-piperidyl]-3H-imidazo[4,5-b]pyridin-2-one, hydrochloride Cl.N1CCC(CC1)N1C(NC2=NC=C(C=C21)C2CCN(CC2)CC(F)(F)F)=O